OCC(CCCC(C(=O)OC(C)(C)C)(C)C1=CC(=CC=C1)I)(C)C tert-Butyl 7-hydroxy-2-(3-iodophenyl)-2,6,6-trimethylheptanoate